C(C)(C)(C)NC1=C2C(=C3C(=N1)C=C(S3)C3CCN(CC3)C)NC(=N2)CCCC N-(tert-butyl)-2-butyl-7-(1-methylpiperidin-4-yl)-1H-imidazolo[4,5-d]Thiopheno[3,2-b]pyridin-4-amine